C(C)OCC(C)N 1-Ethoxypropan-2-amin